C(C)(C)(C)OC(=O)N1C[C@H]([C@H](C1)O)NC(=O)OCC1=CC=CC=C1 (3R,4S)-3-(benzyloxycarbonyl-amino)-4-hydroxy-pyrrolidine-1-formic acid tert-butyl ester